4,5-acridinediphosphonic acid C1=CC=C(C2=NC=3C(=CC=CC3C=C12)P(O)(=O)O)P(O)(=O)O